F/C=C(\CNC(OC(C)(C)C)=O)/COC1=CC2=C(N=C(O2)NCCCO)C=C1 tert-butyl (E)-(3-fluoro-2-(((2-((3-hydroxypropyl)amino)benzo[d]oxazol-6-yl)oxy)methyl)allyl)carbamate